ClC1=C(CNC2CC3=C(C=CC(=C3CC2)OC)OC)C=CC(=C1)Cl N-(2,4-dichlorobenzyl)-5,8-dimethoxy-1,2,3,4-tetrahydronaphthalen-2-amine